(3R,4R)-1-cyclohexyl-4-{[5-(2,4-difluoro-phenyl)-isoxazole-3-carbonyl]-amino}-piperidine-3-carboxylic acid (2-hydroxy-1-methyl-ethyl)-amide OCC(C)NC(=O)[C@@H]1CN(CC[C@H]1NC(=O)C1=NOC(=C1)C1=C(C=C(C=C1)F)F)C1CCCCC1